C(C)(C)(C)OC(=O)N1CC2(C1)C[C@@H](CC2)N2CCC(CC2)C2=C(C=CC=C2)C=2CCC(CC2)O (6R)-6-(4-(4'-hydroxy-2',3',4',5'-tetrahydro-[1,1'-biphenyl]-2-yl)piperidin-1-yl)-2-azaspiro[3.4]octane-2-carboxylic acid tert-butyl ester